C(C)C1=CC(=CC=C1)C 2-ethyl-6-methylbenzene